[Na+].OC=1C=C(C=2C=CC3=C(C=C(C=4C=CC1C2C43)S(=O)(=O)[O-])S(=O)(=O)O)S(=O)(=O)O 8-hydroxypyrene-1,3,6-trisulfonic acid monosodium salt